3-(((6-chloro-2-(trifluoromethyl)quinolin-4-yl)amino)methyl)-3-(4-fluorophenyl)azetidine-1-sulfonamide ClC=1C=C2C(=CC(=NC2=CC1)C(F)(F)F)NCC1(CN(C1)S(=O)(=O)N)C1=CC=C(C=C1)F